4-(3-((S)-1-carboxy-2-phenylethyl)ureido)butanoic acid C(=O)(O)[C@H](CC1=CC=CC=C1)NC(NCCCC(=O)O)=O